FC1=C(C=C(C=C1)F)[C@@]12N(CC[C@H]2C1)C1=NC=2N(C=C1)N=CC2[N+](=O)[O-] 5-((1R,5S)-1-(2,5-difluorophenyl)-2-azabicyclo[3.1.0]hexan-2-yl)-3-nitropyrazolo[1,5-a]pyrimidine